FC=1C=CC=CC1N 3-fluoro-4-aminobenzene